N1=CC(=CC=C1)CN1N=C(C=C1)C=1C=C(C=C(C1)C1=CC=CC=C1)NC1COCCC1 N-(5-(1-(pyridin-3-ylmethyl)-1H-pyrazol-3-yl)-[1,1'-biphenyl]-3-yl)tetrahydro-2H-pyran-3-amine